(S)-N-(2-(4-((3-(4-(difluoromethoxy)-2,3-difluorophenyl)imidazo[1,2-a]pyrazin-8-yl)amino)-2-ethylbenzamido)propyl)piperidine-4-carboxamide FC(OC1=C(C(=C(C=C1)C1=CN=C2N1C=CN=C2NC2=CC(=C(C(=O)N[C@H](CNC(=O)C1CCNCC1)C)C=C2)CC)F)F)F